FC=1C=C(C=C2C3=C(NC12)N=CN=C3N)C 8-fluoro-6-methyl-9H-pyrimido[4,5-b]indol-4-amine